4-methyl-N-(3-phenylprop-2-yn-1-yl)benzenesulfonamide CC1=CC=C(C=C1)S(=O)(=O)NCC#CC1=CC=CC=C1